2-(4-aminopiperidin-1-yl)-6-(4-cyano-3-fluorophenyl)-5-(1-methyl-1H-indazol-5-yl)nicotinamide NC1CCN(CC1)C1=C(C(=O)N)C=C(C(=N1)C1=CC(=C(C=C1)C#N)F)C=1C=C2C=NN(C2=CC1)C